COC1=C(C=CC=C1)C=1N=C(SC1)N[C@@H](CC1=CC=C(C=C1)NS(=O)(=O)O)C=1N=C(SC1)C=1SC=CC1 4-{(S)-2-[4-(2-methoxyphenyl)thiazol-2-ylamino]-2-[2-(thiophen-2-yl)thiazol-4-yl]Ethyl}phenylaminosulfonic acid